C[SiH](C)C[Ti](C)(C1(C(=C(C(=C1)C)C)C)C)NC(C)(C)C Dimethylsilyl-(N-tert-butylamino)(tetramethylcyclopentadienyl)dimethyl-titanium